C(#N)C=1C=NN2C1C(=CC(=C2)OCC(C)(C)O)C=2C=CC(=NC2)N2[C@@H]1CC3CC(C[C@@H]2C3)(C1)NC(C(C)C)=O N-((1R,3S,5s,7s)-2-(5-(3-cyano-6-(2-hydroxy-2-methylpropoxy)pyrazolo[1,5-a]pyridin-4-yl)pyridin-2-yl)-2-azaadamantan-5-yl)isobutyramide